tert-butyl 4-({4-[5-(2-chloropyrimidin-4-yl)-4-[2-fluoro-3-(propane-1-sulfonamido)phenyl]-1,3-thiazol-2-yl]piperidin-1-yl}methyl)piperidine-1-carboxylate ClC1=NC=CC(=N1)C1=C(N=C(S1)C1CCN(CC1)CC1CCN(CC1)C(=O)OC(C)(C)C)C1=C(C(=CC=C1)NS(=O)(=O)CCC)F